N-(2-(4-(4-cyclopropylpiperazin-1-yl)piperidin-1-yl)-4-methoxy-5-((6-(3-(3-(thiophen-2-yl)phenyl)isoxazolidin-2-yl)pyrimidin-4-yl)amino)-phenyl)acrylamide C1(CC1)N1CCN(CC1)C1CCN(CC1)C1=C(C=C(C(=C1)OC)NC1=NC=NC(=C1)N1OCCC1C1=CC(=CC=C1)C=1SC=CC1)NC(C=C)=O